FC(SC1=NNC=C1)(F)F trifluoromethyl-thiopyrazole